Sodium (((4S,5S)-5-(2-aminophenyl)-2,2-dimethyl-1,3-dioxolan-4-yl)methyl-sulfonyl)amide NC1=C(C=CC=C1)[C@H]1[C@H](OC(O1)(C)C)CS(=O)(=O)[NH-].[Na+]